[Na+].NCCC(=O)NC1=CC=C(C=N1)C1=C(N(C=C1)S(N)(=O)=O)C(=O)[O-] 3-[6-(3-Aminopropanoylamino)-3-pyridyl]-1-sulfamoyl-pyrrole-2-carboxylic acid, sodium salt